N-(((2S,3R,6S)-2,6-dimethylmorpholin-3-yl)methyl)-6-(trifluoromethyl)pyrazin-2-amine hydrochloride Cl.C[C@H]1[C@H](NC[C@@H](O1)C)CNC1=NC(=CN=C1)C(F)(F)F